CN(C(/C=C/CC[C@H](C(=O)NC=1C(N(C(=CC1)CC)CC1=NC2=C(C(=NC=C2F)CC(C)C)N1)=O)CN(C([O-])=O)C)=O)C (S,E)-7-(Dimethylamino)-1-((6-ethyl-1-((7-fluoro-4-isobutyl-3H-imidazo[4,5-c]pyridin-2-yl)methyl)-2-oxo-1,2-dihydropyridin-3-yl)amino)-1,7-dioxohept-5-en-2-yl-dimethylcarbamat